4-methyl-1,3-dihydro-2H-imidazol-2-one CC=1NC(NC1)=O